1-[4-(2-{5-chloro-2-oxo-1,2-dihydrospiro[indole-3,4'-piperidin]-1'-yl}ethoxy)benzenesulfonyl]cyclopropane-1-carboxylic acid ClC=1C=C2C(=CC1)NC(C21CCN(CC1)CCOC1=CC=C(C=C1)S(=O)(=O)C1(CC1)C(=O)O)=O